OC(=O)C1C2C=CC(C1C(=O)O)C2 2,3-dihydroxycarbonylbicyclo[2.2.1]Hept-5-ene